benzylidenediphenylsulfide C1(C2=CC=CC=C2)C2=C(C=CC=C2)SC2=C1C=CC=C2